(S)-3-(2-Thienylthio)-butyric acid methyl ester COC(C[C@H](C)SC=1SC=CC1)=O